O1CCOC2=NC=C(C=C21)S(=O)(=O)N2CC1=C(C2)CN(C1)C(=O)OC methyl 5-((2,3-dihydro-[1,4]dioxino[2,3-b]pyridin-7-yl)sulfonyl)-3,4,5,6-tetrahydropyrrolo[3,4-c]pyrrole-2(1H)-carboxylate